C(C)OC=1C=C(C=2N(C1)N=C1C2C=NN1)C1CCC(CC1)(C(=O)N[C@@H](C)C=1C=NC(=CC1)N1N=CC(=C1)F)OC (S)-4-(6-ethoxy-1H-pyrazolo[3',4':3,4]pyrazolo[1,5-a]pyridin-4-yl)-N-(1-(6-(4-fluoro-1H-pyrazol-1-yl)pyridin-3-yl)ethyl)-1-methoxycyclohexane-1-carboxamide